ClC1=C(C=CC=C1)CC(=O)NC1=CC(=C(C=C1)OCC1=CC(=CC=C1)S(=O)(=O)C)S(N)(=O)=O 2-(2-chlorophenyl)-N-(4-[3-(methylsulfonyl)benzyl]oxy-3-sulfamoylphenyl)acetamide